CC1NC(CC(C1)OC1=CC=CC(=N1)C1=NC2=CC(=NC=C2C=C1)CNC(C1=CC(=C(C=C1)C)S(=O)(=O)C)=O)C N-((2-(6-((2,6-dimethylpiperidin-4-yl)oxy)pyridin-2-yl)-1,6-naphthyridin-7-yl)methyl)-4-methyl-3-(methylsulfonyl)benzamide